C(C)C1=C(C(=C(C(=C1)CC)N)CC)N 1,3,5-triethyl-2,4-diaminobenzene